8-[2-(4-Methanesulfonyl-piperazin-1-yl)-ethoxy]-6,6-dimethyl-6H-benzo[b]naphtho[2,3-d]furan-11-one CS(=O)(=O)N1CCN(CC1)CCOC=1C=C2C(C3=C(C4=C(O3)C=CC=C4)C(C2=CC1)=O)(C)C